N-[3-amino-4-(7-fluoro-1H-indazol-4-yl)-2-oxo-1H-1,7-phenanthrolin-6-yl]methanesulfonamide NC=1C(NC2=C3C=CC=NC3=C(C=C2C1C1=C2C=NNC2=C(C=C1)F)NS(=O)(=O)C)=O